[Si](C1=CC=CC=C1)(C1=CC=CC=C1)(C(C)(C)C)OCC[C@H]1[C@@H](CCC1)O |o1:20,21| (1R*,2S*)-2-(2-((tert-butyldiphenylsilyl)oxy)ethyl)cyclopentan-1-ol